CCC1=CC=CC(=C1N(C(C)COC)C(=O)C(=O)O)C The molecule is a monocarboxylic acid that is oxoacetic acid substituted by a (2-ethyl-6-methylphenyl)(1-methoxypropan-2-yl)amino group at position 2. It is an aromatic amide, an ether and a monocarboxylic acid.